6-bromo-1-(4-((5-(2-chloro-4-phenoxybenzoyl)-7H-pyrrolo[2,3-d]pyrimidin-4-yl)amino)piperidin-1-yl)hexan-1-one BrCCCCCC(=O)N1CCC(CC1)NC=1C2=C(N=CN1)NC=C2C(C2=C(C=C(C=C2)OC2=CC=CC=C2)Cl)=O